4-{[(tert-butyldimethylsilyl)oxy]methyl}piperidine-1-carboxylate [Si](C)(C)(C(C)(C)C)OCC1CCN(CC1)C(=O)[O-]